C(=C)OC(=O)SCCC[Si](O[Si](C)(C)C)(O[Si](C)(C)C)O[Si](C)(C)C 3-(vinyloxy-carbonylthio)propyl-tris(trimethyl-siloxy)silane